tert-butyl N-[5-[[2-bromo-5-[(5-cyclopropyloxypyridin-2-yl)carbamoyl]-4-fluorophenyl]carbamoyl]-1,3-thiazol-2-yl]carbamate BrC1=C(C=C(C(=C1)F)C(NC1=NC=C(C=C1)OC1CC1)=O)NC(=O)C1=CN=C(S1)NC(OC(C)(C)C)=O